(R)-tetrahydro-2H-pyran-4-yl(6-(3H-[1,2,3]triazolo[4,5-b]pyridin-6-yl)thieno[2,3-b]pyridin-2-yl)methanol O1CCC(CC1)[C@@H](O)C1=CC=2C(=NC(=CC2)C=2C=C3C(=NC2)NN=N3)S1